CN[C@H](C#N)C (S)-2-(methylamino)propanenitrile